OC1=C2C(CC2=CC=C1C(CC(=O)OC)C)(C)OC methyl 3-(2-hydroxy-8-methoxy-8-methylbicyclo[4.2.0]oct-1,3,5-trien-3-yl)butyrate